C(CC)C1(CC=C(C[C@H](N)C(=O)O)C=C1)O 4-propyl-tyrosine